C(C1=CC=CC=C1)N(C1CC2=CC(=CC=C2C1)N1C=CC=C1)CCC Benzyl-propyl-(6-pyrrol-1-yl-indan-2-yl)-amine